1,2,3,5,6,7,8,8a-Octahydro-7-isopropenyl-1,8a-dimethyl-naphthalin C(=C)(C)C1CCC2=CCCC(C2(C1)C)C